3-(sec-butyl)-4-(3-(hydroxymethyl)azetidine-1-carbonyl)-1,3,4,5-tetrahydro-2H-benzo[1,4]diazepin-2-one C(C)(CC)C1C(NC2=C(CN1C(=O)N1CC(C1)CO)C=CC=C2)=O